O[C@H](CCC(=O)OCC1=CC=CC=C1)CCCCCC benzyl (S)-4-hydroxydecanoate